4-(2-(3-(3-(1-(2-chloro-5-fluorophenyl)cyclopropyl)-1,2,4-oxadiazol-5-yl)-5-(trifluoromethyl)-1H-pyrazol-1-yl)acetyl)piperazine-1-carboxylate ClC1=C(C=C(C=C1)F)C1(CC1)C1=NOC(=N1)C1=NN(C(=C1)C(F)(F)F)CC(=O)N1CCN(CC1)C(=O)[O-]